OCCCCCCC1=CC=C(O1)C=O 5-(6-hydroxyhexyl)-2-furaldehyde